OC1=C(C=C(C2=CC=CC=C12)O)S(=O)(=O)[O-].[NH4+] ammonium 1,4-dihydroxy-2-naphthalenesulfonate